3-amino-3-(4-(7,7-difluoro-2-((2S,3S)-3-fluoro-2-methylazetidin-1-yl)-6,7-dihydro-5H-cyclopenta[d]pyrimidin-4-yl)phenyl)thietane 1,1-dioxide NC1(CS(C1)(=O)=O)C1=CC=C(C=C1)C=1C2=C(N=C(N1)N1[C@H]([C@H](C1)F)C)C(CC2)(F)F